OCC(CO)(CC)CO 2,2-bishydroxymethylbutanol